9-(4-(naphthalene-1-yl)phenyl)-10-phenylanthracene C1(=CC=CC2=CC=CC=C12)C1=CC=C(C=C1)C=1C2=CC=CC=C2C(=C2C=CC=CC12)C1=CC=CC=C1